7-((4-bromobenzyl)oxy)-N-(prop-2-yn-1-yl)-1,2,3,4-tetrahydronaphthalen-1-amine BrC1=CC=C(COC2=CC=C3CCCC(C3=C2)NCC#C)C=C1